O=C1N(CCC(N1)=O)C1=CN=CC2=C(C=CC=C12)C1CC(C1)C=O 3-[4-(2,4-dioxohexahydropyrimidin-1-yl)-8-isoquinolinyl]Cyclobutanecarbaldehyde